CC1=CC=C(C=C1)C1=C(C=CC(=C1)N)C1=CC=C(C=C1)N (4-methyl-phenyl)-(1,1'-biphenyl)-4,4'-diamine